COC=1C=C(CN2C(=NC=3C2=NC=C(C3)C=3C(=NN(C3C)C)C)N)C=CC1OCC=1C=NC(=CC1)OC 3-(3-methoxy-4-((6-methoxypyridin-3-yl)methoxy)benzyl)-6-(1,3,5-trimethyl-1H-pyrazol-4-yl)-3H-imidazo[4,5-b]pyridin-2-amine